ClC=1C(=C(N)C=CC1)N1CCC(CC1)(C)COC 3-chloro-2-[4-(methoxymethyl)-4-methyl-1-piperidyl]aniline